C(C1=CC=CC=C1)(=O)C1=NN(C(=C1C1CCC1)NC(C[C@H]1C(C(C1)(F)F)(F)F)=O)C (R)-N-(3-benzoyl-4-cyclobutyl-1-methyl-1H-pyrazol-5-yl)-2-(2,2,3,3-tetrafluorocyclobutyl)acetamide